(3-chloro-2-trifluoromethylphenyl)-aminobenzoic acid ClC=1C(=C(C=CC1)C=1C(=C(C(=O)O)C=CC1)N)C(F)(F)F